BrC1=CC=C(C=N1)C(C)(C)NC(OC(C)(C)C)=O tert-butyl (2-(6-bromopyridin-3-yl)propan-2-yl)carbamate